The molecule is a dipeptide formed from L-lysine and L-valine residues. It has a role as a metabolite. It derives from a L-lysine and a L-valine. CC(C)[C@@H](C(=O)O)NC(=O)[C@H](CCCCN)N